FC(OC1=C(CNC=2C=C3C(=NNC3=CC2)C(=O)NC)C=C(C=C1)F)F 5-((2-(difluoromethoxy)-5-fluorobenzyl)amino)-N-methyl-1H-indazole-3-carboxamide